C(C)[Pd](CC)(CC)(CC)(CC)(CC)(CC)CC octaethylpalladium